FC1=C(OC2CCN(CC2)C2=CC(=NC=C2[N+](=O)[O-])C(=O)OC)C=CC(=C1)F methyl 4-(4-(2,4-difluorophenoxy) piperidin-1-yl)-5-nitropicolinate